4-(4-(3,8-diazabicyclo-[3.2.1]-octan-3-yl)-6-chloro-8-fluoro-2-(((2R,7aS)-2-fluorotetrahydro-1H-pyrrolizin-7a(5H)-yl)methoxy)-quinazolin-7-yl)benzo[b]-thiophene-3-carbonitrile C12CN(CC(CC1)N2)C2=NC(=NC1=C(C(=C(C=C21)Cl)C2=CC=CC=1SC=C(C12)C#N)F)OC[C@]12CCCN2C[C@@H](C1)F